N,N'-(butane-1,4-diyl)bis(1-hydroxy-N-(3-(1-hydroxy-6-oxo-1,6-dihydro-pyridine-2-carboxamido)propyl)-6-oxo-1,6-dihydropyridine-2-carboxamide) C(CCCN(C(=O)C=1N(C(C=CC1)=O)O)CCCNC(=O)C=1N(C(C=CC1)=O)O)N(C(=O)C=1N(C(C=CC1)=O)O)CCCNC(=O)C=1N(C(C=CC1)=O)O